3-[[4-[(E)-3-(3-Bromophenyl)prop-2-enoyl]phenyl]sulfonylamino]propanoic acid BrC=1C=C(C=CC1)/C=C/C(=O)C1=CC=C(C=C1)S(=O)(=O)NCCC(=O)O